(3R,5S)-4-[(2,4-dimethoxyphenyl)methyl]-3,5-divinyl-piperazine-1-carboxylate COC1=C(C=CC(=C1)OC)CN1[C@@H](CN(C[C@@H]1C=C)C(=O)[O-])C=C